4-hydroxy-N-(4-methylcyclohexyl)-2-oxo-1-(2-oxoethyl)-1,8-naphthyridine-3-carboxamide OC1=C(C(N(C2=NC=CC=C12)CC=O)=O)C(=O)NC1CCC(CC1)C